O=C1NC(CCC1N1C(C2=CC=C(C=C2C1)C(=O)N[C@@H](C(F)(F)F)C1=CC=C(C=C1)F)=O)=O 2-(2,6-Dioxopiperidin-3-yl)-1-oxo-N-((R)-2,2,2-trifluoro-1-(4-fluorophenyl)ethyl)isoindoline-5-carboxamide